1-(5-fluoropyridin-2-yl)-1H-indole-6-carboxamide FC=1C=CC(=NC1)N1C=CC2=CC=C(C=C12)C(=O)N